tert-butyl (1-(4,4-difluoropiperidin-1-yl)pyrrolo[1,2-c]pyrimidin-3-yl)carbamat FC1(CCN(CC1)C1=NC(=CC=2N1C=CC2)NC(OC(C)(C)C)=O)F